5-(((1R,1aS,6bR)-1-(6-(trifluoromethyl)-1H-benzo(d)imidazole-2-yl)-1a,6b-dihydro-1H-cyclopropa(b)benzofuran-5-yl)oxy)-3,4-dihydro-1,8-naphthyridine-2(1H)-on FC(C=1C=CC2=C(NC(=N2)[C@@H]2[C@H]3OC4=C([C@H]32)C=C(C=C4)OC4=C3CCC(NC3=NC=C4)=O)C1)(F)F